C12COCC(CC1)N2CC2(CC2)CO (1-((3-Oxa-8-azabicyclo[3.2.1]octan-8-yl)methyl)cyclopropyl)methanol